BrC1=CC(=C(C=C1)CC(=O)NC1=C(C=C(C(=O)OC)C=C1)NCCOC)F Methyl 4-{[2-(4-bromo-2-fluoro-phenyl)acetyl] amino}-3-(2-methoxyethylamino)benzoate